Acenaphthenol C1C(C2=CC=CC3=C2C1=CC=C3)O